NC1=CC=C(CCNC2=CC(=NC3=CC=C(C=C23)OC)Cl)C=C1 N-(4-Aminophenethyl)-2-chloro-6-methoxyquinolin-4-amine